O1CCOC12CCC(CC2)N 1,4-dioxaspiro[4.5]decan-8-amine